β-Ocimen C=CC(C)=CCC=C(C)C